1-Methylpyrrolidin-3-yl(8-amino-7-fluoro-6-(8-methyl-2,3-dihydro-1H-pyrido[2,3-b][1,4]oxazin-7-yl)isoquinolin-3-yl)carbamate CN1CC(CC1)N(C([O-])=O)C=1N=CC2=C(C(=C(C=C2C1)C1=C(C2=C(OCCN2)N=C1)C)F)N